rac-(2R,6S)-2-isopropyl-6-methylmorpholine C(C)(C)[C@@H]1CNC[C@@H](O1)C |r|